COC=1C=C(C=C(C1)OC)C1=CC(=NN1CC1=C(C=CC=C1)OCC)CO[C@@](C(=O)O)(CC)C (2R)-2-([5-(3,5-Dimethoxyphenyl)-1-[(2-ethoxyphenyl)methyl]-1H-pyrazol-3-yl]methoxy)-2-methylbutanoic acid